dimethyl 5,5'-sulfinyldi(furan-2-carboxylate) S(=O)(C1=CC=C(O1)C(=O)OC)C1=CC=C(O1)C(=O)OC